C(C)OC(CC)=O Propionic acid ethyl ester